4-(methylsulfanyl)-4-oxobutanoic acid CSC(CCC(=O)O)=O